NC(CCCCCCC)P(O)(O)=O (1-aminooctyl)phosphonic acid